4-[4-(2,4-dioxo-3-aza-bicyclo[3.1.1]hept-1-ylamino)-phenyl]-piperidine-1-carboxylic acid tert-butyl ester C(C)(C)(C)OC(=O)N1CCC(CC1)C1=CC=C(C=C1)NC12C(NC(C(C1)C2)=O)=O